N1=CC=NC2=C3C(=C4C(=C12)C1=CC=CC=C1C=C4)C=CC=C3 benzo[f]naphtho[2,1-h]quinoxaline